ONC(=O)C=1SC=CC1NC1=NC(=NC=C1Br)NC1=CC=C(C=C1)N1CCOCC1 3-[5-bromo-2-(4-morpholin-4-ylphenylamino)-pyrimidin-4-ylamino]-thiophene-2-carboxylic acid hydroxyamide